16-((2,5-dioxopyrrolidin-1-yl)oxy)-16-oxohexadecanoic acid O=C1N(C(CC1)=O)OC(CCCCCCCCCCCCCCC(=O)O)=O